2-((methylthio)methyl)-4-nitrophenol CSCC1=C(C=CC(=C1)[N+](=O)[O-])O